C(=O)O.[18F]CCOC=1C=C2C(=CNC2=CC1)CCNC(=N)N 1-(2-(5-(2-[18F]fluoroethoxy)-1H-indol-3-yl)ethyl)guanidine, formic acid salt